4-(5-hydroxypentyloxy)pyridinecarbonitrile OCCCCCOC1=CC(=NC=C1)C#N